FC1(CC(C1)C(CCO)NC(=O)C=1C=C(C(=NC1)C)NC(=O)C=1C=C2C(=NC1)NC(=C2)C=2C=NN(C2)C)F N-(5-((1-(3,3-difluorocyclobutyl)-3-hydroxypropyl)carbamoyl)-2-methylpyridin-3-yl)-2-(1-methyl-1H-pyrazol-4-yl)-1H-pyrrolo[2,3-b]pyridine-5-carboxamide